N[C@H]1CC[C@@H](N(C1)C(=O)OC(C)(C)C)C=1OC(=NN1)C1=CC=C(C=C1)C(F)(F)F tert-butyl (2R,5S)-5-amino-2-{5-[4-(trifluoromethyl)phenyl]-1,3,4-oxadiazol-2-yl}piperidine-1-carboxylate